C(C(=C)C)(=O)[O-].C(=C)C1=C(C=CC=C1)C=C.[K+] potassium divinylbenzene methacrylate